2-(5-(7-(4-ethylphenyl)heptyl)furan-2-yl)-1-methylimidazolidin-4-one C(C)C1=CC=C(C=C1)CCCCCCCC1=CC=C(O1)C1N(CC(N1)=O)C